amino-1-(4-aminophenyl)-2-oxo-7-(trifluoromethoxy)-1,2-dihydroquinoline-3-carboxylic acid methyl ester COC(=O)C=1C(N(C2=CC(=CC=C2C1N)OC(F)(F)F)C1=CC=C(C=C1)N)=O